ClC1=CC=C(C=C1)C=1C(=NN2C1N=C(NC2=O)SC)C(C)C 8-(4-chlorophenyl)-7-isopropyl-2-(methylsulfanyl)-3H-pyrazolo[1,5-a][1,3,5]triazin-4-one